N-(4-cyano-2-fluorophenyl)benzamide C(#N)C1=CC(=C(C=C1)NC(C1=CC=CC=C1)=O)F